BrC1=NC=C(C(=C1)N)I 2-bromo-5-iodo-pyridin-4-amine